ClC=1C(=C(NC2=C(NC3=C2C(NCC3)=O)C3=C(C=NC=C3)OCC3(COC3)CC)C=CC1)OC 3-(3-chloro-2-methoxyanilino)-2-{3-[(3-ethyloxetan-3-yl)methoxy]pyridin-4-yl}-1,5,6,7-tetrahydro-4H-pyrrolo[3,2-c]pyridin-4-one